tert-butyl 4-[2-methyl-7-({2-methyl-[1,2,4]triazolo[1,5-a]pyridin-7-yl} carbamoyl)indazol-4-yl]piperazine-1-carboxylate CN1N=C2C(=CC=C(C2=C1)N1CCN(CC1)C(=O)OC(C)(C)C)C(NC1=CC=2N(C=C1)N=C(N2)C)=O